(2'R)-2'-deoxy-2'-fluoro-2'-methyluridine 3',5'-dibenzoate C(C1=CC=CC=C1)(=O)O[C@H]1[C@@]([C@@H](O[C@@H]1COC(C1=CC=CC=C1)=O)N1C(=O)NC(=O)C=C1)(C)F